CC1=C(C=C(C=C1)C1=NN=C(C2=CC=CC=C12)NCC1=CC=CC=C1)S(=O)(=O)NCC1OCCC1 2-methyl-N-(oxolan-2-ylmethyl)-5-[4-(phenylmethylamino)phthalazin-1-yl]benzenesulfonamide